4-[[3-fluoro-2-methoxy-propyl]-[4-(5,6,7,8-tetrahydro-1,8-naphthyridin-2-yl)butyl]amino]-2-[2-(1-oxo-2-isoquinolyl)propanoylamino]butanoic acid FCC(CN(CCC(C(=O)O)NC(C(C)N1C(C2=CC=CC=C2C=C1)=O)=O)CCCCC1=NC=2NCCCC2C=C1)OC